Cl.CC1(OC2=C(O1)C(=CC(=C2C)C(=O)NCC=2C(NC(=CC2SC)C)=O)C=2C=NC(=CC2)N2CCCCC2)C2CCNCC2 2,4-dimethyl-N-((6-methyl-4-(methylthio)-2-oxo-1,2-dihydropyridin-3-yl)methyl)-7-(6-(piperidin-1-yl)-pyridin-3-yl)-2-(piperidin-4-yl)benzo[d][1,3]dioxol-5-carboxamide hydrochloride